O(C1=CC=CC=C1)C1=CC=C(C=C1)C=1NC(=NN1)C=1C=NN2C1N=CC=C2 3-(5-(4-phenoxyphenyl)-4H-1,2,4-triazol-3-yl)pyrazolo[1,5-a]pyrimidine